(4-methyl-3-pentenyl)-3-cyclohexenecarboaldehyde CC(=CCCC1(CC=CCC1)C=O)C